6-(4-bromophenyl)pyridine-3-carboxylic acid methyl ester COC(=O)C=1C=NC(=CC1)C1=CC=C(C=C1)Br